(pyrrolidin-1-ylmethyl)-1H-1,2,4-triazole N1(CCCC1)CN1N=CN=C1